6-chloro-N-[(3S,6R)-6-{5-[2-(trifluoromethoxy)ethoxy]-1,3,4-oxadiazol-2-yl}piperidin-3-yl]indolizine-2-carboxamide ClC1=CN2C=C(C=C2C=C1)C(=O)N[C@@H]1CN[C@H](CC1)C=1OC(=NN1)OCCOC(F)(F)F